N-{[4-(furan-2-yl)phenyl]methyl}-6-methyl-4-[(3-methylphenyl)methyl]-1-(2-methylpropanoyl)piperazine-2-carboxamide O1C(=CC=C1)C1=CC=C(C=C1)CNC(=O)C1N(C(CN(C1)CC1=CC(=CC=C1)C)C)C(C(C)C)=O